4-methyl-N-(quinolin-8-yl)-2-vinyl-benzamide CC1=CC(=C(C(=O)NC=2C=CC=C3C=CC=NC23)C=C1)C=C